CC1=C(C(=O)[O-])C(=C(C=C1)C)C 2,5,6-trimethylbenzoate